ClC1=C(\C=N\O[C@H](C(=O)OC)C)C=C(C(=C1)F)N1C(N(C(N(C1=O)C)=S)C)=O methyl (2S)-2-(((E)-[2-chloro-5-(3,5-dimethyl-2,6-dioxo-4-sulfanylidene-1,3,5-triazinan-1-yl)-4-fluorobenzylidene] amino) oxy)propanoate